sodium 1,2,4,5-cyclohexanetetracarboxylic acid C1(C(CC(C(C1)C(=O)O)C(=O)O)C(=O)O)C(=O)O.[Na]